3-fluoro-4-(4-piperidyl)aniline FC=1C=C(N)C=CC1C1CCNCC1